2-oxo-1(2H)-pyridinyl-1,1,3,3-tetramethyluronium tetrafluoroborate F[B-](F)(F)F.O=C1N(C=CC=C1)OC(=[N+](C)C)N(C)C